C([C@H](C=O)O)S(=O)(=O)O The molecule is a 3-sulfolactaldehyde in which the stereocentre at position 3 has R-configuration. It is a conjugate acid of a L-3-sulfolactaldehyde(1-).